(R)-1-(4-((5-(1-(2,2-difluoroethyl)-1H-benzo[d][1,2,3]triazol-6-yl)-4-methoxypyrrolo[2,1-f][1,2,4]triazin-2-yl-7-d)amino)-3,3-difluoropiperidin-1-yl)ethan-1-one-2,2,2-d3 FC(CN1N=NC2=C1C=C(C=C2)C=2C=C(N1N=C(N=C(C12)OC)N[C@H]1C(CN(CC1)C(C([2H])([2H])[2H])=O)(F)F)[2H])F